C(C1=CC=CC=C1)N1N=CC(=C1)C(=O)N1CC2(CN(C2)C(=O)OCCCC)[C@@H](C1)C(=O)N1C(OC[C@H]1C1=CC=CC=C1)=O butyl (S)-6-(1-benzyl-1H-pyrazole-4-carbonyl)-8-((R)-2-oxo-4-phenyloxazolidine-3-carbonyl)-2,6-diazaspiro[3.4]octane-2-carboxylate